4-((1-(4-(2-(2-aminopyridin-3-yl)-5-(1-methyl-2-oxo-1,2-dihydropyridin-3-yl)-3H-imidazo[4,5-b]pyridin-3-yl)benzyl)piperidin-4-yl)amino)pyrimidine-2-carbonitrile NC1=NC=CC=C1C1=NC=2C(=NC(=CC2)C=2C(N(C=CC2)C)=O)N1C1=CC=C(CN2CCC(CC2)NC2=NC(=NC=C2)C#N)C=C1